(n-hexyl)tri(2-ethylhexyl)phosphonium C(CCCCC)[P+](CC(CCCC)CC)(CC(CCCC)CC)CC(CCCC)CC